C1(=CC=CC=C1)C=1C(=C(C(=NC1)C=1[Se]C2=C(C1C1=CC=CC=C1)C=CC=C2)C2=NN=NC=C2)C2=CC=CC=C2 diphenyltriazinyl(phenylbenzselenophenyl)pyridine